N-(2,2-difluoroethyl)-6-fluoro-1-methyl-[1,2,4]Triazolo[4,3-a]Quinazolin-5-amine FC(CNC1=NC=2N(C3=CC=CC(=C13)F)C(=NN2)C)F